FC=1C=CC=C2CCC(C12)C(=O)OC methyl 7-fluoroindane-1-carboxylate